1,3-dioxoisoindolin-2-yl-2,2-dimethylcyclopropanecarboxylate O=C1N(C(C2=CC=CC=C12)=O)C1(C(C1)(C)C)C(=O)[O-]